2-imidazole-amide N1C(=NC=C1)C(=O)N